C[Si]1(NCC(CCC1)N1C(=CC=2C1=CN=C(C2F)C(F)(F)F)C(=O)N)C (1,1-dimethylsilazepan-4-yl)-4-fluoro-5-(trifluoromethyl)-1H-pyrrolo[2,3-c]Pyridine-2-carboxamide